(1r,2s,6r,7s)-4-[6-(6-fluoro-3-pyridinyl)-1,3-benzothiazol-2-yl]-4-azatricyclo[5.2.1.02,6]dec-8-ene-3,5-dione FC1=CC=C(C=N1)C1=CC2=C(N=C(S2)N2C([C@H]3[C@H]4C=C[C@@H]([C@H]3C2=O)C4)=O)C=C1